FC(C1=CC(=CC(=N1)C1=NC(=NO1)C1=NC=C(C=C1)F)C=1C=NC=C(C1)F)F 5-(6'-(Difluoromethyl)-5-fluoro-[3,4'-bipyridin]-2'-yl)-3-(5-fluoropyridin-2-yl)-1,2,4-oxadiazole